(R)-2-(isoindolin-2-ylmethyl)-5-((1-(methylsulfonyl)pyrrolidin-3-yl)methoxy)-4H-pyran-4-one C1N(CC2=CC=CC=C12)CC=1OC=C(C(C1)=O)OC[C@H]1CN(CC1)S(=O)(=O)C